C1(CC1)C1=C2CCN(C2=CC=C1)S(=O)(=O)C1=C2C=CNC(C2=CC=C1)=O 5-((4-Cyclopropyl-indolin-1-yl)sulfonyl)isoquinolin-1(2H)-one